C(#C)C1=C2C(=CC(=CC2=CC=C1F)O)C1=C(C=2N=C(N=C(C2C=N1)N1CCOCCC1)OC[C@]12[C@H](N(C[C@H](C1)F)C)CCC2)F 5-ethynyl-6-fluoro-4-(8-fluoro-2-(((3s,4as,7ar)-3-fluoro-1-methyl-octahydro-4aH-cyclopenta[b]pyridin-4a-yl)methoxy)-4-(1,4-oxazepan-4-yl)pyrido[4,3-d]pyrimidin-7-yl)naphthalen-2-ol